FC1(CC1)C(=O)N[C@H](C(=O)N1C(CC(C1)O)C(=O)N)C(C)(C)C ((S)-2-(1-fluorocyclopropanecarboxamido)-3,3-dimethylbutanoyl)-4-hydroxypyrrolidine-2-carboxamide